C(C1=CC=CC=C1)N1[C@@H]2CN([C@H](C1)C2)C(=O)OC(C)(C)C tert-butyl (1s,4s)-5-benzyl-2,5-diazabicyclo[2.2.1]heptane-2-carboxylate